OCC(=O)C1=CC=CC=C1 hydroxyphenylethanone